1-(6-fluoro-5-(hydroxymethyl)pyridin-3-yl)dihydropyrimidine-2,4(1H,3H)-dione FC1=C(C=C(C=N1)N1C(NC(CC1)=O)=O)CO